7-fluoro-6-(5-methoxy-1H-benzo[d][1,2,3]triazol-1-yl)-1,2,3,4-tetrahydroisoquinoline hydrochloride salt Cl.FC1=C(C=C2CCNCC2=C1)N1N=NC2=C1C=CC(=C2)OC